CNCCC1=CNC2=C1C=NC=C2 3-(N-methylaminoethyl)-pyrrolo[3,2-c]pyridine